COC1=CC=C(OC(=O)NS(=O)(=O)C(F)(F)F)C=C1 4-Methoxyphenoxycarbonyl-Trifluoromethyl-Sulfonamide